C(C)[C@H]1C(CN2C(CCC12)=O)=CCOC ethyl-(S)-2-(2-methoxyethylidene)-5-oxotetrahydro-1H-pyrrolizine